ClC=1C2=C(N=C(N1)C(C1=CC=CC=C1)(F)F)N(N=N2)CC2=C(C=CC=C2)S(=O)(=O)F 2-((7-chloro-5-(difluoro(phenyl)methyl)-3H-[1,2,3]triazolo[4,5-d]pyrimidin-3-yl)methyl)benzene-1-sulfonyl fluoride